4-(4-(oxetan-3-yl)piperazin-1-yl)-1H-benzo[d]Imidazole O1CC(C1)N1CCN(CC1)C1=CC=CC=2NC=NC21